4-(2-(4-(5-chloro-2-(4-chloro-1H-1,2,3-triazol-1-yl)phenyl)-5-methoxy-2-oxopyridin-1(2H)-yl)-2-fluoroacetamido)-2-fluoro-N-methylbenzamide ClC=1C=CC(=C(C1)C1=CC(N(C=C1OC)C(C(=O)NC1=CC(=C(C(=O)NC)C=C1)F)F)=O)N1N=NC(=C1)Cl